C(C=C)(=O)N1CCN(CC1)C1(CCOCC1)C1=CC=C(C=C1)[C@H](C)NC1=CC=2N(C(OCC2C=N1)=O)CC 7-{[(1S)-1-{4-[4-(4-acryloylpiperazin-1-yl)tetrahydro-2H-pyran-4-yl]phenyl}ethyl]amino}-1-ethyl-1,4-dihydro-2H-pyrido[4,3-d][1,3]oxazin-2-on